ClC1=CC(=C(C=C1Cl)C(NS(=O)C(C)(C)C)C1CCN(CC1)S(=O)(=O)N1CCCC1)O N-((4,5-dichloro-2-hydroxyphenyl)(1-(pyrrolidin-1-ylsulfonyl)piperidin-4-yl)methyl)-2-methylpropane-2-sulfinamide